3-benzyl-5-(2-hydroxyethyl)-4-methylthiazol-3-ium chloride [Cl-].C(C1=CC=CC=C1)[N+]1=CSC(=C1C)CCO